(4S)-4-ethynyl-2,2-dimethyl-1,3-dioxacyclopentane C(#C)[C@@H]1OC(OC1)(C)C